C[C@H](CCC=C(C)C)CCO (r)-(+)-beta-citronellol